2,3-Dihydro-1H-isoindole-5-carboxylic acid C1NCC2=CC(=CC=C12)C(=O)O